2-(dimethylamino)-1-(7-fluoro-1H-indol-3-yl)ethan-1-one CN(CC(=O)C1=CNC2=C(C=CC=C12)F)C